N-(2-(4-bromophenyl)-2-hydroxyethyl)-2-chloroacetamide BrC1=CC=C(C=C1)C(CNC(CCl)=O)O